C(C)(C)NC(O[C@H]1C[C@H](CC1)C1=CC(=NN1)NC(COC1=C(C(=CC=C1)C=1SC=CN1)C1OCCO1)=O)=O (1R,3S)-3-(3-(2-(2-(1,3-dioxolan-2-yl)-3-(thiazol-2-yl)phenoxy) acetamido)-1H-pyrazol-5-yl)cyclopentyl isopropylcarbamate